5-bromo-1-(2,4-dimethylphenyl)-1,2,4-triazole-3-carboxylic acid ethyl ester C(C)OC(=O)C1=NN(C(=N1)Br)C1=C(C=C(C=C1)C)C